platinum-palladium iron [Fe].[Pd].[Pt]